P(=O)(OC[C@H]1O[C@@]([C@@H]([C@@H]1O)O)(C#N)C1=CC=C2C(=NC=NN21)N)(OC[C@@H](COCCCCCCCCCCCCCCCCCC)OCC2=CC=C(C=C2)F)O [(2R,3S,4R,5R)-5-(4-Aminopyrrolo[2,1-f][1,2,4]triazin-7-yl)-5-cyano-3,4-dihydroxy-tetrahydrofuran-2-yl]methyl [(2R)-2-[(4-fluorophenyl)methoxy]-3-octadecoxy-propyl] hydrogen phosphate